C(C)(=O)N1CCN(CC1)C(=O)C1=CC=C(C=C1)NC1CN(C1)C1CCN(CC1)C([C@@](C(F)(F)F)(C1=CC=CC=C1)O)=O (R)-1-(4-(3-((4-(4-acetylpiperazine-1-carbonyl)phenyl)amino)azetidin-1-yl)piperidin-1-yl)-3,3,3-trifluoro-2-hydroxy-2-phenylpropan-1-one